FCCN1N=C(C=C1)N 1-(2-fluoroethyl)-1H-pyrazol-3-amine